ClC1=CC2=C(N(C(N=C2N2[C@H](CN(CC2)C(=O)OC(C)(C)C)C)=O)C=2C(=NC=CC2C)C(C)C)N=C1C1=C(C=CC(=C1)C)F tert-butyl (S)-4-(6-chloro-7-(2-fluoro-5-methylphenyl)-1-(2-isopropyl-4-methylpyridin-3-yl)-2-oxo-1,2-dihydropyrido[2,3-d]pyrimidin-4-yl)-3-methylpiperazine-1-carboxylate